N1(N=NC=C1)C1=CC=C(C=C1)C(CC1=NC(=NC(=N1)Cl)N[C@@H](CO)CC(C)C)C (2R)-2-((4-(2-(4-(1H-1,2,3-triazol-1-yl)phenyl)propyl)-6-chloro-1,3,5-triazin-2-yl)amino)-4-methylpentan-1-ol